(S)-methyl pyrrolidine-3-carboxylate hydrochloride Cl.N1C[C@H](CC1)C(=O)OC